C(C)(C)(C)C1=C(C=C(C=C1)[N+](=O)[O-])OCCCCOC 1-(tert-butyl)-2-(4-methoxybutoxy)-4-nitrobenzene